2-methyl-1-(8-(2-(3-methyl-1H-pyrazol-4-yl)pyrido[3,4-d]pyrimidin-4-yl)-2,8-diazaspiro[4.5]decan-2-yl)propan CC(CN1CC2(CC1)CCN(CC2)C=2C1=C(N=C(N2)C=2C(=NNC2)C)C=NC=C1)C